CC(=CCC/C(=C/CC/C(=C/CC/C(=C\\CC/C(=C\\CC/C(=C\\CC/C(=C\\CC/C(=C\\CC/C(=C\\CC/C(=C\\CC/C(=C\\COP(=O)([O-])OP(=O)([O-])O[C@@H]1[C@@H]([C@H]([C@@H]([C@H](O1)CO)O[C@H]2[C@H]([C@H]([C@@H]([C@H](O2)CO)OP(=O)([O-])OC[C@@H](COP(=O)([O-])OC[C@@H](CO)O)O)O)NC(=O)C)O)NC(=O)C)/C)/C)/C)/C)/C)/C)/C)/C)/C)/C)C The molecule is an organophosphate oxoanion obtained by deprotonation of the phosphate and diphosphate functions of 4-O-[di(2R)-1-glycerylphosphonato]-N-acetyl-beta-D-mannosaminyl-(1->4)-N-acetyl-alpha-D-glucosaminyl undecaprenyl diphosphate; major species at pH 7.3. It is a conjugate base of a 4-O-[di(2R)-1-glycerylphosphono]-N-acetyl-beta-D-mannosaminyl-(1->4)-N-acetyl-alpha-D-glucosaminyl undecaprenyl diphosphate.